(8-Hydroxy-1,4-dioxo-1,4-dihydronaphthalen-2-yl)-L-leucine methyl ester COC([C@@H](NC=1C(C2=C(C=CC=C2C(C1)=O)O)=O)CC(C)C)=O